2-(4-(4-(7H-pyrrolo[2,3-d]pyrimidin-4-yl)-1H-pyrazol-1-yl)-1-(2-phenylacetyl)piperidin-4-yl)acetonitrile N1=CN=C(C2=C1NC=C2)C=2C=NN(C2)C2(CCN(CC2)C(CC2=CC=CC=C2)=O)CC#N